tert-butyl (R)-4-((benzyloxy)methyl)-5-oxooxazolidine-3-carboxylate C(C1=CC=CC=C1)OC[C@H]1N(COC1=O)C(=O)OC(C)(C)C